5-[3-[3-[(3R)-3-[4-amino-3-(4-phenoxyphenyl)pyrazolo[3,4-d]pyrimidin-1-yl]-1-piperidyl]azetidin-1-yl]azetidin-1-yl]-2-(2,6-dioxo-3-piperidyl)isoindoline-1,3-dione NC1=C2C(=NC=N1)N(N=C2C2=CC=C(C=C2)OC2=CC=CC=C2)[C@H]2CN(CCC2)C2CN(C2)C2CN(C2)C=2C=C1C(N(C(C1=CC2)=O)C2C(NC(CC2)=O)=O)=O